1-ethylthio-pyrroline-2,5-dione C(C)SN1C(CCC1=O)=O